2-(5-(4-(Methylsulfonyl)piperazin-1-yl)-1H-indazol-1-yl)-6-(trifluoromethyl)pyridin-4-ol CS(=O)(=O)N1CCN(CC1)C=1C=C2C=NN(C2=CC1)C1=NC(=CC(=C1)O)C(F)(F)F